3-[5-[3-[4-[(3R,5R)-5-[(1,5-dimethyl-6-oxo-pyridazin-4-yl)amino]-1-methyl-3-piperidyl]benzoyl]-3,9-diazaspiro[5.5]undecan-9-yl]-3-fluoro-2-pyridyl]piperidine-2,6-dione CN1N=CC(=C(C1=O)C)N[C@@H]1C[C@@H](CN(C1)C)C1=CC=C(C(=O)N2CCC3(CC2)CCN(CC3)C=3C=C(C(=NC3)C3C(NC(CC3)=O)=O)F)C=C1